2-((tetradecanoyloxy)methyl)benzoic acid C(CCCCCCCCCCCCC)(=O)OCC1=C(C(=O)O)C=CC=C1